BrC1=C(C(=O)N)C(=CC(=C1)C(F)(F)F)NC(CF)=O 2-bromo-6-(2-fluoroacetylamino)-4-(trifluoromethyl)benzamide